6-amino-5-(2,3-dichlorophenyl)-2-methylsulfonylpyrimidine-4-carbonitrile NC1=C(C(=NC(=N1)S(=O)(=O)C)C#N)C1=C(C(=CC=C1)Cl)Cl